CN1N=C(C2=CN(C=3N=CN=C1C32)[C@H]3[C@H](O)[C@H](O)[C@H](O3)CO)N 1,5-Dihydro-5-methyl-1-β-D-ribofuranosyl-1,4,5,6,8-pentaazaacenaphthylen-3-amine